C1=CC(=O)OC(OC1=O)(CCCCCCCO)O 8-octanediol malate